FC(C=O)=CC=1SC(=NN1)C 2-fluoro-3-(5-methyl-1,3,4-thiadiazol-2-yl)prop-2-en-1-one